Cl.C(CCCCCCCCC)C1=CC=CC2=C1N=C(O2)NCCN N1-(4-decylbenzo[d]oxazol-2-yl)ethane-1,2-diamine hydrochloride